triphenylpropyl-phosphonium iodide [I-].C1(=CC=CC=C1)C(CC[PH3+])(C1=CC=CC=C1)C1=CC=CC=C1